benzyl-4-(carboxymethyl)piperidine-4-carboxylic acid C(C1=CC=CC=C1)N1CCC(CC1)(C(=O)O)CC(=O)O